sulfobromamine trihydrate O.O.O.S(=O)(=O)(O)NBr